1-((2S*,4R*)-2-methyl-4-((6-nitropyridin-3-yl)amino)-3,4-dihydroquinolin-1(2H)-yl)propan-1-one C[C@@H]1N(C2=CC=CC=C2[C@@H](C1)NC=1C=NC(=CC1)[N+](=O)[O-])C(CC)=O |o1:1,9|